C(=O)(OC(C)(C)C)N[C@@H](CC1=CC(=CC(=C1)F)F)C(=O)O N-Boc-L-3,5-difluorophenylalanine